CN(C(COC1=NC=NC2=CC=CC=C12)=O)CCOC1=CC=CC=C1 N-methyl-N-(2-phenoxyethyl)-2-quinazolin-4-yloxyacetamide